cis-8'-Bromo-7'-fluoro-3-phenylspiro[cyclobutane-1,1'-pyrrolo[2,3-c]quinolin]-2'(3'H)-one BrC1=CC=2C3=C(C=NC2C=C1F)NC(C31CC(C1)C1=CC=CC=C1)=O